C(C1=CC=CC=C1)OC1=CC=C2C(C(OCC2=C1)(C1=CC=CC=C1)C)C1=CC=C(C=C1)N1CCC(CC1)C(OC)OC 1-(4-(7-(benzyloxy)-3-methyl-3-phenylisochroman-4-yl)phenyl)-4-(dimethoxymethyl)piperidine